7-(((1S,3S)-3-aminocyclopentyl)amino)-1-isopropoxy-2,6-naphthyridine-3-carbonitrile N[C@@H]1C[C@H](CC1)NC1=NC=C2C=C(N=C(C2=C1)OC(C)C)C#N